C1(C=CC=C1)[Ti](C1=C(C(=CC=C1F)NC(CCC)(C)C)F)(C1=C(C(=CC=C1F)NC(CCC)(C)C)F)C1C=CC=C1 bis(cyclopentadienyl)bis[2,6-difluoro-3-(N-dimethylbutylamino)phenyl]titanium